C(C)OC([C@@H](C[C@@H](CC1=CC=C(C=C1)C1=C(C=CC(=C1)Cl)Cl)N)O)=O (2R,4R)-4-amino-5-(2',5'-dichlorobiphenyl-4-yl)-2-hydroxy-pentanoic acid ethyl ester